Cl.CNCCOCCOCCOCCC(=O)OCCC#N 2-cyanoethyl 5,8,11-trioxa-2-azatetradecan-14-oate HCl salt